BrCC1=C(C(=O)OC)C=CC=C1O[Si](C)(C)C(C)(C)C methyl 2-(bromomethyl)-3-[(tert-butyldimethylsilyl)oxy]benzoate